6-(6-p-toluenesulfonylimidazo[4,5-d]pyrrolo[2,3-b]pyridin-1(6H)-yl)-6-azaspiro[2.5]octane-1-carbonitrile CC1=CC=C(C=C1)S(=O)(=O)N1C=CC=2C1=NC=C1C2N(C=N1)N1CCC2(CC2C#N)CC1